C(C=C)(=O)N1[C@H](CN(CC1)C=1C2=C(N=C(N1)OC[C@H]1N(C[C@H](C1)F)C)CC(OC2)C2=CC=CC1=CC=CC(=C21)Cl)CC#N 2-((2S)-1-acryloyl-4-(7-(8-chloronaphthalen-1-yl)-2-(((2S,4S)-4-fluoro-1-methylpyrrolidin-2-yl)methoxy)-7,8-dihydro-5H-pyrano[4,3-d]pyrimidin-4-yl)piperazin-2-yl)acetonitrile